(2R,3R)-3-(amino)-2-hydroxy-4-phenylbutyric acid N[C@@H]([C@H](C(=O)O)O)CC1=CC=CC=C1